C(N)(=O)C=1NC(=C(C1C1=CC(=C(C(=O)O)C=C1)OC)C1=C(C=C(C=C1)NC(C(=C)F)=O)C)Cl 4-(2-Carbamoyl-5-chloro-4-(4-(2-fluoroacryloylamino)-2-methylphenyl)-1H-pyrrol-3-yl)-2-methoxybenzoic acid